N1C=C(C=2C1=NC=CC2)C2=NC(=NC=C2C(F)(F)F)N[C@H]2CN(CC2)C2=C1C(N(C(C1=CC(=C2)F)=O)C2CCC(NC2=O)=O)N2CCC(CC2)N2CCCCC2 5-(4-((R)-3-((4-(1H-pyrrolo[2,3-b]pyridin-3-yl)-5-(trifluoromethyl)Pyrimidin-2-yl)amino)pyrrolidin-1-yl)-[1,4'-bipiperidin-1'-yl]-6-fluoro-1-oxoisoindoline-2-yl)piperidine-2,6-dione